FC1=C(C(=O)O)C=CC(=C1)C(C(F)(F)F)(F)F 2-Fluoro-4-(perfluoroethyl)benzoic acid